FC=1C=C(C=CC1)S(=O)(=O)N1CCC2(CC(CO2)NC[C@@H](COC=2C=C(C=CC2)S(=O)(=O)NC)O)CC1 3-((2S)-3-(8-(3-fluorophenylsulfonyl)-1-oxa-8-azaspiro[4.5]decan-3-ylamino)-2-hydroxypropoxy)-N-methylbenzenesulfonamide